CC(C)(C)S(=O)N l-2-methylpropane-2-sulfinamide